Propylene Glycol Methyl Ether Oleate C(CCCCCCC\C=C/CCCCCCCC)(=O)OC(COC)C